COC1=C(COC2=C(SC=C2)C(=O)NC=2C=NC=CC2)C=C(C=C1)OC 3-(2,5-dimethoxybenzyloxy)-N-(pyridin-3-yl)thiophene-2-carboxamide